6-amino-hexanol NCCCCCCO